3-(6-hydroxypyridin-3-yl)-3-oxopropanoic acid ethyl ester C(C)OC(CC(=O)C=1C=NC(=CC1)O)=O